C(=CC(C)C)O i-pentenol